(R)-N-(7-(4-amino-1-(piperidin-3-yl)-1H-pyrazolo[3,4-d]pyrimidin-3-yl)benzo[d][1,3]dioxol-4-yl)-1-naphthamide NC1=C2C(=NC=N1)N(N=C2C2=CC=C(C1=C2OCO1)NC(=O)C1=CC=CC2=CC=CC=C12)[C@H]1CNCCC1